5-(3-(4,4-difluoropiperidin-1-yl)propyl)-1-(4-fluorophenyl)-6-methyl-1,5-dihydro-4H-pyrazolo[3,4-d]pyrimidin-4-one FC1(CCN(CC1)CCCN1C(=NC2=C(C1=O)C=NN2C2=CC=C(C=C2)F)C)F